O[C@H](CNC(C1=NC=C(C=C1)N1CCNCC1)=O)C (S)-N-(2-hydroxypropyl)-5-(piperazin-1-yl)picolinamide